CC(CCCCC(=O)O)=C(C)C 6,7-dimethyl-6-octenoic acid